1-benzoyl-1H-indole-4-carbaldehyde C(C1=CC=CC=C1)(=O)N1C=CC=2C(=CC=CC12)C=O